N-(3-(3-bromophenyl)propyl)-2-ethyl-6-methylthieno[2,3-d]pyrimidin-4-amine BrC=1C=C(C=CC1)CCCNC=1C2=C(N=C(N1)CC)SC(=C2)C